FC(OC1=C(C=C(N)C=C1)C1=NN=C(N1CC1=CC=C(C=C1)OC)C)F 4-(difluoromethoxy)-3-(4-(4-methoxybenzyl)-5-methyl-4H-1,2,4-triazol-3-yl)aniline